FC=1C=C(C=NC1C)[C@H]1N(OCC1)C(=O)C1CCN(CC1)C1=CC(=NC=N1)C(=O)N 6-[4-[(3S)-3-(5-fluoro-6-methyl-3-pyridyl)isoxazolidine-2-carbonyl]-1-piperidyl]pyrimidine-4-carboxamide